COC1=NC=NC(=C1C1=CNC2=NC(=CC=C21)NC(=O)NC[C@H](CN(C)C)F)OC |r| racemic-1-(3-(4,6-dimethoxypyrimidin-5-yl)-1H-pyrrolo[2,3-b]pyridin-6-yl)-3-(3-(dimethylamino)-2-fluoropropyl)urea